(R/S)-nicotine N1=CC=CC(=C1)[C@@H]1N(C)CCC1 |r|